[Si](C)(C)(C(C)(C)C)OC1=CC=CC2=C1C=C(O2)C2=C1N=CC(=NC1=CC(=C2)C)OC(F)F 5-(4-(tert-butyldimethylsilyloxy)benzofuran-2-yl)-2-(difluoromethoxy)-7-methylquinoxaline